ClC1=C(C=C(N=N1)C=1C(NC(NC1)=O)=O)[C@@H]1[C@H](C1)CF 5-(6-chloro-5-((1S,2S)-2-(fluoromethyl)cyclopropyl)pyridazine-3-yl)pyrimidine-2,4(1H,3H)-dione